BrC1=CC=C(C=2C=C(OC21)Cl)C 7-bromo-2-chloro-4-methylbenzofuran